CN(C)C1=C(C[Ti+2])C=CC=C1 2-(N,N-dimethylamino)benzyltitanium (III)